C(C1=CC=CC=C1)N1CC2C=3C=NC(=CC3CN2CC1)Cl 4-benzyl-11-chloro-4,7,12-triazatricyclo[7.4.0.02,7]trideca-1(9),10,12-triene